6-methoxy-1H-indol COC1=CC=C2C=CNC2=C1